N-(1-(2,6-dioxo-1,2,3,6-tetrahydropyrimidin-4-yl)-3-methyl-1H-pyrazol-5-yl)benzamide O=C1NC(C=C(N1)N1N=C(C=C1NC(C1=CC=CC=C1)=O)C)=O